4,6-di-t-butyl-1,3-dimethoxybenzene C(C)(C)(C)C1=C(C=C(C(=C1)C(C)(C)C)OC)OC